5-bromo-3-{[2-(trifluoromethyl)phenyl]methyl}-1,2,3,4-tetrahydroquinazoline-2,4-dione BrC1=C2C(N(C(NC2=CC=C1)=O)CC1=C(C=CC=C1)C(F)(F)F)=O